ClC1=C(C2=C(NC(O[C@@]23CN(CCC3)C(=O)C3=NN=C(N3)[C@H](CC)C3=CC=C(C=C3)F)=O)C=C1)F (R)-6-chloro-5-fluoro-1'-(5-((R)-1-(4-fluorophenyl)propyl)-4H-1,2,4-triazole-3-carbonyl)spiro[benzo[d][1,3]oxazine-4,3'-piperidine]-2(1H)-one